C(C)C=1C=C(NCCN2C=COC3=C2C=CC=C3)C=CC1 N-(2-(3-ethyl-anilino)ethyl)-1,4-benzoxazine